(R)-β-amino-4-(4-cyanophenyl)-butyric acid N[C@@H](CC(=O)O)CC1=CC=C(C=C1)C#N